O=C1NC(CCC1N1C(C2=CC=CC(=C2C1=O)NCC=1C=NN(C1)C1CCN(CC1)C(COCC)=O)=O)=O 2-(2,6-dioxopiperidin-3-yl)-4-(((1-(1-(2-ethoxyacetyl)piperidin-4-yl)-1H-pyrazol-4-yl)methyl)amino)isoindoline-1,3-dione